1-(5-(difluoromethyl)-1,3,4-thiadiazol-2-yl)-3-ethyl-5-fluoro-1,3-dihydro-2H-benzo[d]imidazol-2-one FC(C1=NN=C(S1)N1C(N(C2=C1C=CC(=C2)F)CC)=O)F